O[C@H](CNC(CCN1C(C=2C=CC=C(CNCCNCC1)N2)(CCC(NC[C@H](CO)O)=O)CCC(NC[C@H](CO)O)=O)=O)CO tris[3-[(2(R),3-dihydroxypropyl)amino]-3-oxopropyl]-3,6,9,15-tetraazabicyclo[9.3.1]pentadeca-1(15),11,13-triene